FC=1C=C(C=C(C1)C1=CC=C2C=NN(C2=C1)C)NC(C=C)=O N-[3-fluoro-5-(1-methyl-1H-indazol-6-yl)phenyl]prop-2-enamide